OC[C@H]1N(C(OC1)=O)C |r| (RS)-4-(hydroxymethyl)-3-methyl-1,3-oxazolidin-2-one